ethoxyethyl-(chloro)aluminum C(C)OCC[Al]Cl